(R)-3-(1-((6-(3-((cyclobutylmethyl)amino)piperidin-1-yl)pyridazin-3-yl)methyl)-1H-1,2,3-triazol-4-yl)-5-methoxypicolinonitrile C1(CCC1)CN[C@H]1CN(CCC1)C1=CC=C(N=N1)CN1N=NC(=C1)C=1C(=NC=C(C1)OC)C#N